OC1=C2C=CC(OC2=CC(=C1C(=O)N1CCN(CC1)CCOO)CCCCC)(CCC=C(C)C)C (5-hydroxy-2-methyl-2-(4-methylpent-3-en-1-yl)-7-pentyl-2H-chromen-6-yl)(4-(2-hydroxyoxyethyl)piperazin-1-yl)methanone